(6S,7S)-7-(6-amino-4-methyl-3-(trifluoromethyl)pyridin-2-yl)-2-((hexahydro-1H-pyrrolizin-7a-yl)methoxy)-N,6-dimethyl-N-((R)-pyrrolidin-3-yl)-5,6,7,8-tetrahydroquinazolin-4-amine NC1=CC(=C(C(=N1)[C@@H]1[C@H](CC=2C(=NC(=NC2C1)OCC12CCCN2CCC1)N([C@H]1CNCC1)C)C)C(F)(F)F)C